O1C=2C(OCC1COCCCC(S(=O)(=O)[O-])F)=CSC2.[Na+] Sodium 4-[(2,3-dihydrothieno[3,4-b]-[1,4]dioxin-2-yl) methoxy]-1-fluoro-1-butanesulfonate